octylcarboxylate C(CCCCCCC)C(=O)[O-]